1-(trans-3-(4-(oxetan-3-yloxy)pyrimidin-2-ylamino)-4-(4-(trifluoromethyl)benzyloxy)pyrrolidin-1-yl)prop-2-en-1-one O1CC(C1)OC1=NC(=NC=C1)N[C@@H]1CN(C[C@H]1OCC1=CC=C(C=C1)C(F)(F)F)C(C=C)=O